N-[(1R)-1-[3-(1,1-difluoro-2-hydroxyethyl)phenyl]ethyl]-5-(1-methylcyclopropyl)-4-oxo-1H,4H,5H-pyrrolo[3,2-c]pyridine-7-carboxamide FC(CO)(F)C=1C=C(C=CC1)[C@@H](C)NC(=O)C=1C2=C(C(N(C1)C1(CC1)C)=O)C=CN2